CN(C1CCC(CC1)NS(=O)(=O)C=1C=NC(=CC1)N1CCC2(CCCO2)CC1)CC1CCOCC1 N-((1r,4r)-4-(Methyl((tetrahydro-2H-pyran-4-yl)methyl)amino)cyclohexyl)-6-(1-oxa-8-azaspiro[4.5]decan-8-yl)pyridine-3-sulfonamide